C12(CC3CC(CC(C1)C3)C2)NC2=CC=C(C=C2)[C@@H]2N([C@H](CC3=CC(=CC=C23)OC)CCCC)C(C#C)=O 1-((1S,3S)-1-(4-(adamantan-1-ylamino)phenyl)-3-butyl-6-methoxy-3,4-dihydroisoquinolin-2(1H)-yl)prop-2-yn-1-one